C(C)(C)(C)OC(=O)N(C(OC(C)(C)C)=O)C1=NC=C(C(=N1)C1=C(C=2C(NCCC2N1)=O)NC1=C(C(=CC=C1)F)C)F tert-butyl N-(tert-butoxycarbonyl)-N-(5-fluoro-4-[3-[(3-fluoro-2-methylphenyl)amino]-4-oxo-1H,5H,6H,7H-pyrrolo[3,2-c]pyridin-2-yl]pyrimidin-2-yl)carbamate